COC(CCCCCCCC[C@H]1O[C@@]([C@@H]([C@@H]1O)O)(C#N)C1=CC=C2C(=NC=NN21)N)=O (2R,3S,4R,5R)-5-(4-Aminopyrrolo[2,1-f][1,2,4]triazin-7-yl)-5-cyano-3,4-dihydroxytetrahydrofuran-2-nonanoic acid methyl ester